ClC1=C(C=CC=C1Cl)SC=1C=2N(C(=NC1)N1CCC3(CC(C[C@H]3N)(F)F)CC1)C=CN2 (R)-8-(8-((2,3-dichlorophenyl)thio)imidazo[1,2-c]pyrimidin-5-yl)-3,3-difluoro-8-azaspiro[4.5]decan-1-amine